cyclopropanesulfonamide formate C(=O)O.C1(CC1)S(=O)(=O)N